CN(C1=CC=C(C=N1)N1C=C(C(C2=CC(=C(C=C12)N1[C@@H]2C[C@@H]2C[C@@H]1COC1=NC=CC(=C1F)OC)F)=O)C(=O)O)C 1-(6-(dimethyl-amino)pyridin-3-yl)-6-fluoro-7-((1R,3R,5R)-3-(((3-fluoro-4-methoxy-pyridin-2-yl)oxy)methyl)-2-azabicyclo[3.1.0]hexan-2-yl)-4-oxo-1,4-dihydro-quinoline-3-carboxylic acid